BrC=1C=NN(C1)C1=CC(=C(C=C1)F)Cl 4-bromo-1-(3-chloro-4-fluorophenyl)pyrazole